C1(NCC2(C3=CC=CC=C13)CCC2)=O 2',3'-dihydro-1'H-spiro[cyclobutane-1,4'-isoquinolin]-1'-one